lithium bis(2-methyl-2-fluoropropanedioate) borate B([O-])(O)O.CC(C(=O)O)(C(=O)O)F.CC(C(=O)O)(C(=O)O)F.[Li+]